N-{[3-amino-4-(4-cyano-1-methyl-1H-pyrazol-5-yl)phenyl]methyl}-6-cyclopropyl-N-(4-fluoro-2-methanesulfonylphenyl)pyridine-3-carboxamide NC=1C=C(C=CC1C1=C(C=NN1C)C#N)CN(C(=O)C=1C=NC(=CC1)C1CC1)C1=C(C=C(C=C1)F)S(=O)(=O)C